OC1=CC=CC=C1C(C(CC)=O)C1=CC=CC=C1 6-hydroxy-phenyl-1-phenyl-butanone